5-di-tert-butylphosphino-1',3',5'-triphenyl-1'H-[1,4']bipyrazole C(C)(C)(C)P(C1=CC=NN1C=1C(=NN(C1C1=CC=CC=C1)C1=CC=CC=C1)C1=CC=CC=C1)C(C)(C)C